FC(C1=CC=C(C=N1)S(=O)(=O)N1CCCCC1)(F)F 1-[6-(trifluoromethyl)pyridine-3-sulfonyl]piperidin